(S)-2-amino-4-((1-hydroxyhexan-2-yl)amino)-6-(2-methoxy-4-(pyrrolidin-1-ylmethyl)benzyl)pyrido[4,3-d]pyrimidin-5(6H)-one NC=1N=C(C2=C(N1)C=CN(C2=O)CC2=C(C=C(C=C2)CN2CCCC2)OC)N[C@H](CO)CCCC